N-[[6-(4-Phenylanilino)-2-pyridyl]sulfonyl]-2-(2,2,4-trimethylpyrrolidin-1-yl)pyridin-3-carboxamid C1(=CC=CC=C1)C1=CC=C(NC2=CC=CC(=N2)S(=O)(=O)NC(=O)C=2C(=NC=CC2)N2C(CC(C2)C)(C)C)C=C1